COC(=O)C1=NC(=C(C=C1CC#N)OC)OC 3-(cyanomethyl)-5,6-dimethoxypyridine-2-carboxylic acid methyl ester